5β-cholestanepentol C(C(CO)(CCC[C@@H](C)[C@H]1CC[C@H]2[C@@H]3CC[C@@H]4CCCC[C@]4(C)[C@H]3CC[C@]12C)O)(O)(O)O